tert-butyl 2-[4-[(5-cyclopropyl-1H-pyrazol-3-yl) amino] pyrimidin-2-yl]-2,8-diazaspiro[3.5]nonane-8-carboxylate C1(CC1)C1=CC(=NN1)NC1=NC(=NC=C1)N1CC2(C1)CCCN(C2)C(=O)OC(C)(C)C